1-(5-ethynyl-2-((4-(4-methylpiperazin-1-yl)phenyl)amino)pyrido[2,3-d]pyrimidin-7-yl)-3-(1-(trifluoromethyl)cyclopentyl)urea C(#C)C1=CC(=NC=2N=C(N=CC21)NC2=CC=C(C=C2)N2CCN(CC2)C)NC(=O)NC2(CCCC2)C(F)(F)F